ClC=1C=C(C=NC1)N(S(=O)(=O)CCN1CCOCC1)CC=1SC(=CN1)C=1OC(=NN1)C(F)F N-(5-chloropyridin-3-yl)-N-({5-[5-(difluoromethyl)-1,3,4-oxadiazol-2-yl]-1,3-thiazol-2-yl}methyl)-2-(morpholin-4-yl)ethane-1-sulfonamide